C(C)(C)(C)OC1=CC=C(CC2CC(C(C3=CC=CC=C23)=O)(F)F)C=C1 4-(4-(tert-butoxy)benzyl)-2,2-difluoro-3,4-dihydronaphthalene-1(2H)-one